OCCC(CCCC(CC=O)C)C 9-hydroxy-3,7-dimethylnonanal